ClC1=NC(=NC(=N1)OCCCNC(OC(C)(C)C)=O)OCCCNC(OC(C)(C)C)=O di-tert-butyl (((6-chloro-1,3,5-triazine-2,4-diyl)bis(oxy))bis(propane-3,1-diyl))dicarbamate